methyl 3,5-di-tert-butyl-4-hydroxyhydrocinnamate C(C)(C)(C)C=1C=C(CCC(=O)OC)C=C(C1O)C(C)(C)C